phenoxyl-cyclotriphosphazene O(C1=CC=CC=C1)P1=NP=NP=N1